COC1=NC=C(C(=C1)C(C(=O)OC)C(=O)OC)SC dimethyl 2-(2-methoxy-5-(methylthio)pyridin-4-yl)malonate